2-(7-(3,4-dimethoxyphenyl)-imidazo[1,2-c]pyrimidin-5-ylamino)-nicotinamide HCl Cl.COC=1C=C(C=CC1OC)C1=CC=2N(C(=N1)NC1=C(C(=O)N)C=CC=N1)C=CN2